NC1=NC(=C2N=CN(C2=N1)CC(=O)NC1=CC(=NN1CC)C)N1C=CC=C1 2-(2-amino-6-(pyrrol-1-yl)-9H-purin-9-yl)-N-(1-ethyl-3-methyl-1H-pyrazol-5-yl)acetamide